(2Z)-6-chloro-1,1-dibutoxy-2-hexene ClCCC\C=C/C(OCCCC)OCCCC